2-[4-(2-tert-butoxy-2-oxo-ethyl)-1,4,7-triazacyclononan-1-yl]acetic acid tert-butyl ester C(C)(C)(C)OC(CN1CCN(CCNCC1)CC(=O)OC(C)(C)C)=O